(4-chloro-3-(trifluoromethyl)phenyl)-3-(3-iodo-4-methylphenyl)urea ClC1=C(C=C(C=C1)NC(=O)NC1=CC(=C(C=C1)C)I)C(F)(F)F